C1(CC1)C=1N=CN(C1)C=1C=C(C=CC1)C1=NNC2=CC=C(C=C12)C1=NN=CN1C(C)C 3-(3-(4-cyclopropyl-1H-imidazol-1-yl)phenyl)-5-(4-isopropyl-4H-1,2,4-triazol-3-yl)-1H-indazole